C(C1=CC=CC=C1)OC1=CC=C(OCC(C)(O)C)C=C1 (4-(benzyloxy)phenoxy)-2-methylpropan-2-ol